FC(CNC1=CC(=C(C=N1)OCC(C#N)(C)C)C1=CC=2N(C=C1)N=C(C2)NC2=NC(=NC(=C2)C)C)F 3-[[6-(2,2-difluoroethylamino)-4-[2-[(2,6-dimethylpyrimidin-4-yl)amino]pyrazolo[1,5-a]pyridin-5-yl]-3-pyridyl]oxy]-2,2-dimethyl-propanenitrile